6-(3-(carboxymethyl)-2,5-dihydroxybenzoylamino)nicotinic acid C(=O)(O)CC=1C(=C(C(=O)NC2=NC=C(C(=O)O)C=C2)C=C(C1)O)O